4-[3-chloro-6-fluoro-2-[2-(2-fluoro-4-pyridyl)ethyl]phenyl]-5-hydroxy-2,6-dimethyl-pyridazin-3-one ClC=1C(=C(C(=CC1)F)C=1C(N(N=C(C1O)C)C)=O)CCC1=CC(=NC=C1)F